C(C)C1=C(C(=O)O)C=CC(=C1)I.C(C)OC(C1=CC=C(C=C1)I)=O ethyl-4-iodobenzoate (ethyl 4-iodobenzoate)